2-hydroxy-6-isopropyl-pyrimidine-5-carboxylic acid OC1=NC(=C(C=N1)C(=O)O)C(C)C